C(C)C(C(=O)N(C)C)C(CCC)=O 2-ethyl-N,N-dimethyl-3-oxohexanamide